((2R,3R,4R,5R,6S)-5-acetamido-6-(4-(3-(N-(5-benzoylaminopentyl)-pentanamido)propanamido)phenoxy)-3,4-dihydroxytetrahydro-2H-pyran-2-yl)sodium methylsulfate COS(=O)(=O)O.C(C)(=O)N[C@@H]1[C@H]([C@H]([C@H](O[C@@H]1OC1=CC=C(C=C1)NC(CCN(C(CCCC)=O)CCCCCNC(C1=CC=CC=C1)=O)=O)[Na])O)O